methyl (S)-2-((4-chloro-6-oxopyridazin-1(6H)-yl)methyl)-1-(oxetan-2-ylmethyl)-1H-thieno[2,3-d]imidazole-5-carboxylate ClC=1C=NN(C(C1)=O)CC=1N(C2=C(N1)SC(=C2)C(=O)OC)C[C@H]2OCC2